BrC1=CC=CC=2N=C(SC21)C(=O)O 7-bromobenzo[d]thiazole-2-carboxylic acid